4-amino-5-(5-(4-(methyl-d3)piperazin-1-yl)-1H-benzo[d]imidazol-2-yl)thieno[2,3-b]pyridin-6(7H)-one NC=1C2=C(NC(C1C1=NC3=C(N1)C=CC(=C3)N3CCN(CC3)C([2H])([2H])[2H])=O)SC=C2